N-(4-fluorophenyl)cyclobutane-1-carboxamide FC1=CC=C(C=C1)NC(=O)C1CCC1